N-(4-(2-(2-Amino-4-chlorophenyl)-3H-imidazo[4,5-b]pyridin-7-yl)-2-fluorobenzyl)-3-(tert-butyl)-1,2,4-oxadiazole-5-carboxamide NC1=C(C=CC(=C1)Cl)C1=NC=2C(=NC=CC2C2=CC(=C(CNC(=O)C3=NC(=NO3)C(C)(C)C)C=C2)F)N1